CN1C(C=NC2=CC(=C(C=C12)C)C)=O 1,6,7-trimethylquinoxalinone